(1R,5R)-N-(4-(3-(2,4-difluorophenyl)-1-methyl-1H-pyrazol-4-yl)-7-methoxypyrido[3,2-d]pyrimidin-6-yl)-3-methyl-3-azabicyclo[3.1.0]hexane-1-carboxamide FC1=C(C=CC(=C1)F)C1=NN(C=C1C=1C2=C(N=CN1)C=C(C(=N2)NC(=O)[C@]21CN(C[C@@H]1C2)C)OC)C